(R or S)-5-(2-(3-(2-ethoxy-1,1,1,3,3,3-hexafluoro-propan-2-yl)-3-(2-(5-fluorothiophen-2-yl)ethyl)pyrrolidin-1-yl)propan-2-yl)-2-methylpyridine C(C)OC(C(F)(F)F)(C(F)(F)F)[C@]1(CN(CC1)C(C)(C)C=1C=CC(=NC1)C)CCC=1SC(=CC1)F |o1:12|